C1=C(C=CC2=CC=CC=C12)C1=CC=C(C=C1)C1=C(C=CC=C1)N(C1=CC=CC=C1)C1=CC=CC=C1 4-(2-naphthyl)phenyltriphenylamine